FC1=CC(=C2C=CN=C(C2=C1)C)C(C(=O)OC(C)(C)C)N1CC(C1)OCCCCCC1=NC=2NCCCC2C=C1 tert-butyl 2-(7-fluoro-1-methylisoquinolin-5-yl)-2-(3-(5-(5,6,7,8-tetrahydro-1,8-naphthyridin-2-yl)pentyloxy)azetidin-1-yl)acetate